2,3-difluorobenzoquinone FC=1C(C=CC(C1F)=O)=O